[Cl-].[Cl-].C1(=CC=CC=C1)P(C1=CC=CC=C1)[C-]1C=CC=C1.[CH-]1C=CC=C1.[Fe+2].[Pd+2] palladium (diphenylphosphino)ferrocene dichloride